6-(4-hydroxy-3,5-di-t-Butylanilino)-2,4-bis(octylthio)-1,3,5-triazine OC1=C(C=C(NC2=NC(=NC(=N2)SCCCCCCCC)SCCCCCCCC)C=C1C(C)(C)C)C(C)(C)C